ClC=1C(=NC(=NC1)NC=1C=C(C=NC1)N1C(CCC1)=O)N1CCC(CC1)C 1-(5-((5-chloro-4-(4-methylpiperidin-1-yl)pyrimidin-2-yl)amino)pyridin-3-yl)pyrrolidin-2-one